(S)-3-amino-3-(5,6-dimethoxybiphenyl-3-yl)propionic acid ethyl ester C(C)OC(C[C@@H](C=1C=C(C(=C(C1)OC)OC)C1=CC=CC=C1)N)=O